(5S)-5-[[(Z)-(4-amino-8-bromo-5,5-dimethyl-benzo[h]quinazolin-6-ylidene)amino]oxymethyl]-3-methyl-oxazolidin-2-one NC1=NC=NC=2C3=C(\C(\C(C12)(C)C)=N/OC[C@@H]1CN(C(O1)=O)C)C=C(C=C3)Br